C(=O)(O)C1=CC=C(C(=N1)F)B(O)O 6-carboxy-2-fluoropyridine-3-boronic acid